(2S)-N-ethyl-2-[2-methyl-4-(7-methyl-1-tetrahydropyran-2-yl-3-vinyl-pyrazolo[3,4-c]pyridin-5-yl)pyrazol-3-yl]oxy-propan-1-amine C(C)NC[C@H](C)OC=1N(N=CC1C=1C=C2C(=C(N1)C)N(N=C2C=C)C2OCCCC2)C